1-(3-(difluoromethoxy)phenyl)ethanol FC(OC=1C=C(C=CC1)C(C)O)F